(R)-N-((R)-1'-(6-((2-amino-3-chloropyridin-4-yl)thio)pyrido[2,3-b]pyrazin-2-yl)-3H-spiro[benzofuran-2,4'-piperidin]-3-yl)-2-methylpropan-2-sulfinamide NC1=NC=CC(=C1Cl)SC=1C=CC=2C(=NC=C(N2)N2CCC3(CC2)OC2=C([C@H]3N[S@](=O)C(C)(C)C)C=CC=C2)N1